C(C1=CC=CC=C1)N1CCN(CCCN(CCC1)CC=1C(=C(C(=O)NC(CO)CO)C=C(C1)C)O)CC=1C(=C(C(=O)NC(CO)CO)C=C(C1)C)O 3,3'-[(4-benzyl-1,4,8-triazacycloundecane-1,8-diyl)bis(methylene)]bis[N-(1,3-dihydroxypropan-2-yl)-2-hydroxy-5-methylbenzamide]